pentafluorophenoxyboron FC1=C(C(=C(C(=C1O[B])F)F)F)F